2-(1-cyclohexylvinyl)-4,4,5,5-tetramethyl-1,3,2-dioxaborolane C1(CCCCC1)C(=C)B1OC(C(O1)(C)C)(C)C